FC=1C=CC(=NC1C)NC(=O)[C@H]1N(C(CC1)=O)C(=O)OCC1=CC=CC=C1 (S)-benzyl 2-((5-fluoro-6-methylpyridin-2-yl)carbamoyl)-5-oxo-pyrrolidine-1-carboxylate